C(C)OCCOCCCCCNNC(=O)C1=CC=C(CC2=C(C(=O)N)C=CC=C2)C=C1 (4-(2-(5-(2-ethoxyethoxy)pentyl)hydrazine-1-carbonyl)benzyl)benzamide